N1N=NN=C1C(=O)O.C(CCC)N1C(N(C=C1)C)C 1-butyl-2,3-dimethylimidazole tetrazoleAt